ClC1=C(N=C(N=N1)N[C@H]1CNCCC1)C (R)-6-chloro-5-methyl-N-(piperidin-3-yl)-1,2,4-triazin-3-amine